(S)-4-(2-(5-Chloropyridin-2-yl)-2-methylbenzo[d][1,3]dioxan-4-yl)piperidine-1-carboxylic acid tert-butyl ester C(C)(C)(C)OC(=O)N1CCC(CC1)C1C2=C(O[C@@](O1)(C)C1=NC=C(C=C1)Cl)C=CC=C2